(4-(tert-butyl)phenyl)(morpholino)methanone C(C)(C)(C)C1=CC=C(C=C1)C(=O)N1CCOCC1